BrC=1C=C(C=CC1)C1=CC(=CC=C1)C1=CC=CC=C1 3-bromo-meta-terphenyl